FC1(CCN(CC1)C1=NC(=CC(=N1)C1=NOC(=N1)C1=C(C=C(C=C1)I)N1CCC2(CC2)CC1)C)F 3-(2-(4,4-difluoropiperidin-1-yl)-6-methylpyrimidin-4-yl)-5-(4-iodo-2-(6-azaspiro[2.5]oct-6-yl)phenyl)-1,2,4-oxadiazole